S(=O)(=O)(C)NS(=O)(=O)C dimesylamine